OCC1=CC=C(C=C1)B1OCC(O1)CCCCO 2-(4-hydroxymethylphenyl)-4-(4-hydroxybutyl)-1,3,2-dioxaborolan